2-(2-bromophenyl)-3-(4-chloro-1-methyl-1H-pyrazol-5-yl)propanoic acid BrC1=C(C=CC=C1)C(C(=O)O)CC1=C(C=NN1C)Cl